1-(4-aminobutyl)-2-butyl-5-oxido-imidazo[4,5-c]quinolin-5-ium-4-amine NCCCCN1C(=NC=2C(=[N+](C=3C=CC=CC3C21)[O-])N)CCCC